3,6-dimethoxy-2-vinylpyridine COC=1C(=NC(=CC1)OC)C=C